BrC1=CC=C(C2=C1OCCO2)C[C@@H](C(=O)OC)NC(C2=C(C=CC=C2F)F)=O methyl (S)-3-(8-bromo-2,3-dihydrobenzo[b][1,4]dioxin-5-yl)-2-(2,6-difluorobenzamido)propanoate